2-(4-(6-(1-methyl-1H-pyrazol-4-yl)-4-(pyrazin-2-yl)pyrazolo[1,5-a]pyridin-3-yl)phenyl)-N-(3-phenylisoxazol-5-yl)acetamide CN1N=CC(=C1)C=1C=C(C=2N(C1)N=CC2C2=CC=C(C=C2)CC(=O)NC2=CC(=NO2)C2=CC=CC=C2)C2=NC=CN=C2